BrC=1C=C(C(=C(C#N)C1)C1=CC=NN1)O 5-bromo-3-hydroxy-2-(1H-pyrazol-5-yl)benzonitrile